C(N)(=O)C1=C(C2=C(NC(=N2)C2=C(C(=O)OC)C=CC(=C2)OCCOC2=CC(=C(C=C2)C2=NC3=C(N2)C=CC(=C3OC)C(N)=O)C(=O)OC)C=C1)OC Methyl 2-(5-carbamoyl-4-methoxy-1H-benzo[d]imidazol-2-yl)-4-(2-(4-(5-carbamoyl-4-methoxy-1H-benzo[d]imidazol-2-yl)-3-(methoxycarbonyl)phenoxy)ethoxy)benzoate